1-((5,7-dioxaspiro[2.5]octan-6-yl)methyl)-1H-1,2,3-triazol C1CC12COC(OC2)CN2N=NC=C2